ethyl 2-methyl-3-(6-(trifluoromethyl)pyridin-3-yl)propanoate CC(C(=O)OCC)CC=1C=NC(=CC1)C(F)(F)F